(S)-2-(2-Hydroxy-propan-2-yl)-N'-((3-oxo-1,2,3,5,6,7-hexahydro-s-indacen-4-yl)carbamoyl)thiazole-5-sulfonimidamide OC(C)(C)C=1SC(=CN1)[S@](=O)(N)=NC(NC1=C2C(CCC2=CC=2CCCC12)=O)=O